C(\C=C\C(=O)O)(=O)O.[Pt] platinum fumaric acid